7-fluoro-6-[5-(2-hydroxyethyl)-2-pyridinyl]-2-methyl-4-oxa-1-azatricyclo[7.3.1.05,13]tridecane-5(13),6,8,11-tetraen-10-one FC1=C(C=2OCC(N3C=CC(C(=C1)C32)=O)C)C3=NC=C(C=C3)CCO